BrC(C(=O)Cl)CBr 2,3-dibromopropionyl chloride